(7-(4-benzoyl-2,6-dimethylphenoxy)-4-hydroxyisoquinoline-3-carbonyl)glycine C(C1=CC=CC=C1)(=O)C1=CC(=C(OC2=CC=C3C(=C(N=CC3=C2)C(=O)NCC(=O)O)O)C(=C1)C)C